pyridino[2,3-e][1,2,4]triazolo[4,3-a]pyrazin-8-carbonitrile C1=NN=C2N1C1=C(N=C2)N=CC(=C1)C#N